Cl.N1=CC(=C2N1CCNC2)N2CC1(CC1)CC2=O 5-(4,5,6,7-tetrahydropyrazolo[1,5-a]pyrazin-3-yl)5-azaspiro[2.4]heptan-6-one hydrochloride